FC1=C(C=C(C=C1)N1C(C2=CC=CC(=C2C1)C(F)(F)F)=O)[C@@H](CC1=NN=CN1C)C 2-[4-fluoro-3-[(1R)-1-methyl-2-(4-methyl-1,2,4-triazol-3-yl)ethyl]phenyl]-4-(trifluoromethyl)isoindolin-1-one